[Na].[Na].C(CC)OC=1N=C(C=2N=CN([C@H]3[C@H](O)[C@H](O)[C@@H](COP(=O)(O)O)O3)C2N1)O 2-n-propyloxy-5'-inosinic acid disodium